(R)-tert-butyl 3-((5-(3,4-dihydro-2H-pyrido[3,2-b][1,4]oxazin-6-yl)pentyl)oxy)pyrrolidine-1-carboxylate O1C2=C(NCC1)N=C(C=C2)CCCCCO[C@H]2CN(CC2)C(=O)OC(C)(C)C